rac-3-bromo-2-(1-bromo-2-methoxy-2-oxoethyl)-5-fluorobenzoic acid methyl ester COC(C1=C(C(=CC(=C1)F)Br)[C@H](C(=O)OC)Br)=O |r|